CS(=O)(=O)OCC=1C=NC(=CC1)N1C(NC(CC1)=O)=O (6-(2,4-dioxotetrahydropyrimidin-1(2H)-yl)pyridin-3-yl)methyl methanesulfonate